decanediamine dodecanoate C(CCCCCCCCCCC)(=O)O.C(CCCCCCCCC)(N)N